N1CCC2(CCCCC12)C1=C2C(=NN=C(C2=CC=C1)C)C (1,2,3,4,5,6,7,7a-octahydroindol-3a-yl)-1,4-dimethyl-phthalazine